CN(C1CN(C1)C(=O)[C@@H]1CC2=C(CN1C(C)C)N=C(N2)C2=NNC1=CC(=CC=C21)C2=C(C=C(C=C2)O)CC)C (S)-(3-(dimethylamino)azetidin-1-yl)(2-(6-(2-ethyl-4-hydroxyphenyl)-1H-indazol-3-Yl)-5-isopropyl-4,5,6,7-tetrahydro-1H-imidazo[4,5-c]pyridin-6-yl)methanone